P(=O)([O-])([O-])[O-].[Ag+].[O-2].[Ti+4] Titanium oxide Silver phosphate